CC1=CNC2=CC=CC=C12 Anti-3-methylindole